C12CC(CCC2C1)N(C(=O)[C@H]1N(CCC1)S(=O)(=O)C1=CC=C(C)C=C1)CC1=CC2=C(CCO2)C=C1 (2S)-N-(bicyclo[4.1.0]heptan-3-yl)-N-((2,3-dihydrobenzofuran-6-yl)methyl)-1-tosylpyrrolidine-2-carboxamide